(S)-3-Amino-pyrrolidin N[C@@H]1CNCC1